tert-butyl ({6-(dimethylamino)-1-oxo-2-[6-(4-propyl-4H-1,2,4-triazol-3-yl)pyridin-2-yl]-2,3-dihydro-1H-pyrrolo[3,4-c]pyridin-4-yl}methyl)methylcarbamate CN(C1=CC2=C(C(=N1)CN(C(OC(C)(C)C)=O)C)CN(C2=O)C2=NC(=CC=C2)C2=NN=CN2CCC)C